tolyl-monopropanol C1(=C(C=CC=C1)CCCO)C